FC=1C=C2C(C(=CN(C2=NC1N1C=CN=CC(=C1)O)C1=C(C=C(C=C1F)F)F)C(=O)NC(C)C(C(F)(F)F)(F)F)=O 6-fluoro-7-[6-hydroxy-1,4-diazepin-1-yl]-4-oxo-N-[3,3,4,4,4-pentafluorobut-2-yl]-1-(2,4,6-trifluorophenyl)-1,4-dihydro-1,8-naphthyridine-3-carboxamide